ClC1=NC2=CC=C(C=C2C=N1)C(=O)OC methyl 2-chloroquinazoline-6-carboxylate